1-(4-((2R,4S)-2-(tert-butyl)-4-methyloxazolidine-4-carbonyl)piperazine-1-carbonyl)-3-methyl-1H-imidazol-3-ium iodide [I-].C(C)(C)(C)[C@H]1OC[C@](N1)(C(=O)N1CCN(CC1)C(=O)N1C=[N+](C=C1)C)C